(S)-2-((2-(4-(N,N-bis(4-methoxybenzyl)sulfamoyl)-2,6-difluorophenyl)-7-methylimidazo[1,2-a]pyridin-3-yl)methyl)morpholine-4-carboxylic acid methyl ester COC(=O)N1C[C@@H](OCC1)CC1=C(N=C2N1C=CC(=C2)C)C2=C(C=C(C=C2F)S(N(CC2=CC=C(C=C2)OC)CC2=CC=C(C=C2)OC)(=O)=O)F